dibenzo-thiophene C1=CC=CC=2SC3=C(C21)C=CC=C3